N1C=C(C2=CC=CC=C12)CCOC=1C2=C(N=C(N1)C1=CN=CN1C)SC=N2 7-(2-(1H-indol-3-yl)ethoxy)-5-(1-methyl-1H-imidazol-5-yl)thiazolo[5,4-d]pyrimidine